4-morpholino-1H-benzo[d]imidazole-6-carbonitrile O1CCN(CC1)C1=CC(=CC=2NC=NC21)C#N